FC1=C(C(=O)OC(C)(C)C)C=C(C=C1)N1CC(C1)(C=O)F tert-butyl 2-fluoro-5-(3-fluoro-3-formylazetidin-1-yl)benzoate